ClC1=CC=C(CC2=NSC(=N2)NC2CC3(C2)CC(C3)NCC3=CC=C(C=C3)C)C=C1 N-(3-(4-chlorobenzyl)-1,2,4-thiadiazol-5-yl)-N'-(4-methylbenzyl)spiro[3.3]heptane-2,6-diamine